6-(4-fluorophenyl)-8-(methylsulfinyl)quinazolin-4-ol FC1=CC=C(C=C1)C=1C=C2C(=NC=NC2=C(C1)S(=O)C)O